Bis(diethylamino)dimethylsilane C(C)N(CC)[Si](C)(C)N(CC)CC